C(C1=CC=CC=C1)C1=C(OCCN2CCN(CC2)CC)C=CC(=C1)C 1-(2-(2-benzyl-4-methylphenoxy)ethyl)-4-ethylpiperazine